benzyl 3-(4-chlorophenyl)-3-[[4-(trifluoromethoxy)benzoyl]amino]pyrrolidine-1-carboxylate ClC1=CC=C(C=C1)C1(CN(CC1)C(=O)OCC1=CC=CC=C1)NC(C1=CC=C(C=C1)OC(F)(F)F)=O